ClC1=CC=C(CN2CCN(CC2)S(=O)(=O)N2C[C@@H]3CC[C@H](C2)N3C(=O)OCCOC)C=C1 (1S,2R,5R)-3-((4-(4-chlorobenzyl)piperazin-1-yl)sulfonyl)-8-((2-methoxyethoxy)carbonyl)-3,8-diazabicyclo[3.2.1]octane